C(C)(=O)N[C@@H](CCCCN)C(=O)O c-N-acetyl-lysine